COC(C1CCN(CC1)C1=C(C=C(C=C1)C1C2(CCC3=CC(=CC=C13)O)CCCC2)F)OC 1'-(4-(4-(Dimethoxymethyl)piperidin-1-yl)-3-fluorophenyl)-3',4'-dihydro-1'H-spiro[cyclopentane-1,2'-naphthalen]-6'-ol